cyclohexylmethyl 3,4-epoxycyclohexylcarboxylate C1(CC2C(CC1)O2)C(=O)OCC2CCCCC2